S1CN=CC=C1C(=O)O 2H-1,3-thiazine-6-carboxylic acid